OC1=C(C=O)C=C(C=C1)C=1N(C(=C(N1)C1=CC=CC=C1)C1=CC=CC=C1)C1=CC=CC=C1 2-hydroxy-5-(1,4,5-triphenyl-imidazolyl)-benzaldehyde